C(#N)C1=CC(=C(C=N1)OCC(=O)OC(C)(C)C)C1=CC=2N(C=C1)N=C(C2)NC(=O)C2CC2 tert-butyl 2-[[6-Cyano-4-[2-(cyclopropanecarbonylamino)pyrazolo[1,5-a]pyridin-5-yl]-3-pyridyl]oxy]acetate